methyl (S)-2-(2-fluoro-6-methyl-4-((R)-3-(trifluoromethyl)morpholino) benzamido)-3-(6-(1-methyl-2,4-dioxo-1,4-dihydropyrido[3,4-d]pyrimidin-3(2H)-yl)pyridin-3-yl)propanoate FC1=C(C(=O)N[C@H](C(=O)OC)CC=2C=NC(=CC2)N2C(N(C3=C(C2=O)C=CN=C3)C)=O)C(=CC(=C1)N1[C@H](COCC1)C(F)(F)F)C